2'-chloro-N-(5-{[5-(hydroxymethyl)pyridin-2-yl]carbamoyl}-1,3,4-thiadiazol-2-yl)-5'-methoxy-6-methyl-[4,4'-bipyridine]-3-carboxamide ClC1=NC=C(C(=C1)C1=C(C=NC(=C1)C)C(=O)NC=1SC(=NN1)C(NC1=NC=C(C=C1)CO)=O)OC